1-(4-(5-(8-chloronaphthalen-1-yl)-8-(4-methylpiperazin-1-yl)-3,4-dihydro-2H-pyrano[2,3-f]quinazolin-10-yl)piperazin-1-yl)prop-2-en-1-one ClC=1C=CC=C2C=CC=C(C12)C1=C2C(=C3C(=NC(=NC3=C1)N1CCN(CC1)C)N1CCN(CC1)C(C=C)=O)OCCC2